ClC1=CC(=NC(=C1)NC1=C(C=CC=C1)OC)C(=O)N(C)C1CC2=CC=CC=C2C1 4-chloro-N-(2,3-dihydro-1H-inden-2-yl)-6-((2-methoxyphenyl)amino)-N-methyl-picolinamide